COC1(COC1)C1=CC=C(C=C1)C(=O)N1CCC(CC1)C1=CC(=CC=C1)C(F)(F)F (4-(3-methoxyoxetan-3-yl)phenyl)(4-(3-(trifluoromethyl)phenyl)piperidin-1-yl)methanone